FC(C=1C=NC=2CCN(CC2C1)C1=NC=C(C#N)C=C1C)F 6-(3-(difluoromethyl)-7,8-dihydro-1,6-naphthyridin-6(5H)-yl)-5-methylnicotinonitrile